4-{[3-(4-{[(3S,4R)-1-(carbamoylmethyl)-3-fluoropiperidin-4-yl]amino}-1-(2,2,2-trifluoroethyl)-1H-indol-2-yl)prop-2-yn-1-yl]amino}-3-methoxybenzoic acid C(N)(=O)CN1C[C@@H]([C@@H](CC1)NC1=C2C=C(N(C2=CC=C1)CC(F)(F)F)C#CCNC1=C(C=C(C(=O)O)C=C1)OC)F